(E)-4-(4-methoxyphenyl)-but-3-en-2-one COC1=CC=C(C=C1)/C=C/C(C)=O